C1=CC=CC=2OC=3C=C(C=C4OC=5C=CC=CC5B(C34)C12)N1C2=CC=CC=C2C=2C=C(C=CC12)[Si](C1=CC=CC=C1)(C1=CC=CC=C1)C1=CC=CC=C1 9-(5,9-dioxa-13b-boranaphtho[3,2,1-de]anthracen-7-yl)-3-(triphenylsilyl)-9H-carbazole